1-(ethylamino)-4-(2-fluoro-3-methoxyphenyl)-6-(trifluoromethyl)-3H-pyrido[1,2-c]pyrimidine-3-one C(C)NC1=NC(C(=C2N1C=CC(=C2)C(F)(F)F)C2=C(C(=CC=C2)OC)F)=O